C(C)(C)(C)OC(=O)N1CC(CCC1)C=1SC(=C(N1)C1=C(C(=CC=C1)NS(=O)(=O)C1=C(C=CC(=C1)F)F)F)C1=NC(=NC=C1)Cl 3-{5-(2-chloropyrimidin-4-yl)-4-[3-(2,5-difluorobenzenesulfonylamino)-2-fluorophenyl]-thiazol-2-yl}-piperidine-1-carboxylic acid tert-butyl ester